ClC1=CC(=C(C=C1)[C@@]1(OC2=C(O1)C=CC=C2C2CCN(CC2)CC=2NC(=CN2)C(=O)OCC)C)F ethyl (S)-2-((4-(2-(4-chloro-2-fluorophenyl)-2-methylbenzo[d][1,3]dioxol-4-yl) piperidin-1-yl)methyl)-1H-imidazole-5-carboxylate